ethyl (2S)-2-amino-4-phenylbutanoate hydrochloride Cl.N[C@H](C(=O)OCC)CCC1=CC=CC=C1